Kalium isononanoat C(CCCCCC(C)C)(=O)[O-].[K+]